Cl.C(C#C)NCC(=O)O Prop-2-yn-1-ylglycinat hydrochlorid